(2S)-2-(4-bromo-2-cyclopropyl-5-fluorophenoxy)propionic acid BrC1=CC(=C(O[C@H](C(=O)O)C)C=C1F)C1CC1